C(C1=CN=CC=C1)(=O)NC1=C(C=CC=C1)C=1OC2=C(C1)C=CC(=C2)CN2CCN(CC2)C(=O)OC(C)(C)C tert-Butyl 4-((2-(2-(nicotinamido)phenyl)benzofuran-6-yl)methyl)piperazine-1-carboxylate